O1C=CC2=C1C=CC(=C2)S(=O)(=O)N2CC1=C(C2)CN(C1)C(=O)N[C@@H](C)C1=CC=CC=C1 5-(1-Benzofuran-5-sulfonyl)-N-[(1S)-1-phenylethyl]-1H,2H,3H,4H,5H,6H-pyrrolo[3,4-c]pyrrole-2-carboxamide